C(C)C1=NC2=CC=C(C=C2NC1=O)CN1CCN(CC1)C=1C=CC(=NC1)C(=O)NC 5-[4-[(2-ethyl-3-oxo-4H-quinoxalin-6-yl)methyl]piperazin-1-yl]-N-methylpyridine-2-carboxamide